formylthiophene C1=CSC(=C1)C=O